(E)-2-(2-methoxy-3-nitropyridin-4-yl)-N,N-dimethylethen-1-amine COC1=NC=CC(=C1[N+](=O)[O-])/C=C/N(C)C